C1(CC1)C=1C=NC(=NC1)N[C@H]1CN(CC1)C(=O)C1=CC=C(C=C1)NC(C=C)=O (R)-N-(4-(3-((5-cyclopropylpyrimidin-2-yl)amino)pyrrolidine-1-carbonyl)phenyl)acrylamide